S1C(N=CC=C1)=O [1,3]Thiazin-2-one